(S)-N-(1-cyanocyclopropyl)-4-(4-(cyanomethyl)-3-methylpiperazin-1-yl)-9-(5-(difluoromethyl)-1,3,4-thiadiazol-2-yl)-9H-pyrimido[4,5-b]indole-7-sulphonamide C(#N)C1(CC1)NS(=O)(=O)C1=CC=C2C3=C(N(C2=C1)C=1SC(=NN1)C(F)F)N=CN=C3N3C[C@@H](N(CC3)CC#N)C